CC1(C(CCC1=O)=O)CC1=CC=C(C=C1)C 2-methyl-2-(4-methylbenzyl)-1,3-cyclopentanedione